(2,3-dichloro)benzyl-biguanidine hydrochloride Cl.ClC1=C(CNC(=N)NNC(=N)N)C=CC=C1Cl